(1S,4S)-2-[2-(4-fluorophenyl)-3-(pyridin-4-yl)-3H-imidazo[4,5-b]pyridin-5-yl]-2,5-diazabicyclo[2.2.1]heptane FC1=CC=C(C=C1)C1=NC=2C(=NC(=CC2)N2[C@@H]3CN[C@H](C2)C3)N1C1=CC=NC=C1